BrC1=CC=C(C=N1)S(=O)(=O)N1CCN(CC1)C 1-((6-bromopyridin-3-yl)sulfonyl)-4-methylpiperazine